8-Triacontenoic acid C(CCCCCCC=CCCCCCCCCCCCCCCCCCCCCC)(=O)O